7,8-Dihydroxy-3-[(4-methylphenyl)carbonyl]-2H-chromen-2-one OC1=CC=C2C=C(C(OC2=C1O)=O)C(=O)C1=CC=C(C=C1)C